ethyl 6-(2,4-difluorophenyl)-1-(3,5-dimethoxyphenyl)-1,4-dihydro-5-methyl-4-oxo-3-pyridazinecarboxylate FC1=C(C=CC(=C1)F)C1=C(C(C(=NN1C1=CC(=CC(=C1)OC)OC)C(=O)OCC)=O)C